2-Isobutyl-5-phenyl-2,5,6,7-tetrahydro-3H-pyrrolo[2,1-c][1,2,4]triazol-3-one C(C(C)C)N1N=C2N(C1=O)C(CC2)C2=CC=CC=C2